2-(2,4-difluorophenyl)-4-(1-(ethylsulfonyl)-1,2,3,6-tetrahydropyridin-4-yl)phthalazin-1(2H)-one FC1=C(C=CC(=C1)F)N1C(C2=CC=CC=C2C(=N1)C=1CCN(CC1)S(=O)(=O)CC)=O